ethyl N-[(5-methylpyridin-2-yl)carbamothioyl]carbamate CC=1C=CC(=NC1)NC(=S)NC(OCC)=O